6-((2-(phenylamino)-5-(trifluoromethyl)pyrimidin-4-yl)amino)-3,4-dihydroquinolin-2(1H)-one C1(=CC=CC=C1)NC1=NC=C(C(=N1)NC=1C=C2CCC(NC2=CC1)=O)C(F)(F)F